(R)-1-isopropyl-N-(6-methyl-5-nitropyridin-3-yl)pyrrolidine-2-carboxamide C(C)(C)N1[C@H](CCC1)C(=O)NC=1C=NC(=C(C1)[N+](=O)[O-])C